CCCCCCCCCCCCCCCCCCCC(=O)N[C@@H](CO)[C@@H](/C=C/CCCCCCCC/C=C\\CCC)O The molecule is a ceramide obtained by formal condensation of the carboxy group of icosanoic acid with the amino group of (4E,14Z)-sphinga-4,14-dienine. It has a role as a Papio hamadryas metabolite. It derives from an icosanoic acid.